C1(=CC=CC2=CC=CC=C12)BC1=CC=CC2=CC=CC=C12 di(naphthalenyl)borane